COC1=CC=C(C=N1)[C@@H](C)N[S@@](=O)C(C)(C)C (S)-N-[(1R)-1-(6-Methoxypyridin-3-yl)ethyl]-2-methylpropane-2-sulfinamide